6-(bis(4-methoxybenzyl)amino)-1'-(m-tolyl)-1',2',3',6'-tetrahydro-[2,4'-bipyridyl]-3-carbaldehyde COC1=CC=C(CN(C2=CC=C(C(=N2)C=2CCN(CC2)C=2C=C(C=CC2)C)C=O)CC2=CC=C(C=C2)OC)C=C1